ClC(C(=O)NC=1C(=C(C=CC1F)NC(C1=CC=CC=C1)=O)F)Cl N-(3-(2,2-dichloroacetamido)-2,4-difluorophenyl)benzamide